O1C(=CC=C1)N 2-furanamine